6-amino-7-chloro-4-(2-morpholinoethyl)-2H-benzo[b][1,4]oxazin-3(4H)-one NC1=CC2=C(OCC(N2CCN2CCOCC2)=O)C=C1Cl